dibenzylamino-3,14-dihydroxy-4,5a-epoxy-morphinan C(C1=CC=CC=C1)N(CC1=CC=CC=C1)C1=CC(=C2C=3[C@@]45[C@H](CCC[C@]4([C@@H](CC13)NCC5)O)O2)O